OCC=C=C=C=C=CCO 1,8-dihydroxy-2,3,4,5,6-octapentaene